C(C(=C)C)(=O)OCCCOC1=CC=C(C=C1)CCC 4-(3-methacryloyloxy-propoxy)phenylpropane